C12CCCC(CCC1)CCC2 Bicyclo[3.3.3]Undecane